5-bromo-1,2-dimethyl-1H-pyrrole-3-carboxylic acid ethyl ester C(C)OC(=O)C1=C(N(C(=C1)Br)C)C